C(C)(C)(C)OC(=O)N1CC(C1)NC1=C(C(=C(C=N1)C(=O)OCC)C(C)(C#N)C1=C(C(=C(C=C1)F)Cl)F)F ethyl 6-{[1-(tert-butoxycarbonyl)azetidin-3-yl]amino}-4-[1-(3-chloro-2,4-difluorophenyl)-1-cyanoethyl]-5-fluoropyridine-3-carboxylate